NCC=1C=C(C=CC1)C[C@H](C(=O)OC(C)(C)C)[C@@H]1CN(CC1)C(=O)OC(C)(C)C Tert-butyl (R)-3-((S)-3-(3-(aminomethyl)phenyl)-1-(tert-butoxy)-1-oxopropane-2-yl)pyrrolidine-1-carboxylate